Cl.ClC=1C=CC(=C(C1)C1=CC(N(C=C1OC)C(C(=O)O)CCOC)=O)C1=NOCC1 2-{4-[5-chloro-2-(4,5-dihydro-1,2-oxazol-3-yl) phenyl]-5-methoxy-2-oxopyridin-1(2H)-yl}-4-methoxybutyrate hydrochloride